Cl.N[C@@H](CC(=O)OCN1N=CC(=C1)C=1SC=C(N1)C(NC=1C(=NN(C1)C1CCC(CC1)OCC)C1=NC(=CC=C1F)F)=O)C(=O)OC 4-((4-(4-((3-(3,6-difluoropyridin-2-yl)-1-((1r,4r)-4-ethoxycyclohexyl)-1H-pyrazol-4-yl)carbamoyl)thiazol-2-yl)-1H-pyrazol-1-yl)methyl) 1-methyl L-aspartate hydrochloride